methyl (3S)-3-{[(2S,4R)-1-[(2R)-2-[(1-fluorocyclopropyl)formamido]-3,3-dimethylbutanoyl]-4-hydroxypyrrolidin-2-yl]formamido}-3-[4-(4-methyl-1,3-thiazol-5-yl)phenyl]propanoate FC1(CC1)C(=O)N[C@@H](C(=O)N1[C@@H](C[C@H](C1)O)C(=O)N[C@@H](CC(=O)OC)C1=CC=C(C=C1)C1=C(N=CS1)C)C(C)(C)C